2-(((3S,5S)-3,5-dimethylmorpholino)methyl)-1-isopropyl-3-methyl-7-(4,4,5,5-tetramethyl-1,3,2-dioxaborolan-2-yl)quinolin-4(1H)-one C[C@H]1COC[C@@H](N1CC=1N(C2=CC(=CC=C2C(C1C)=O)B1OC(C(O1)(C)C)(C)C)C(C)C)C